FC1=C(C(=O)OCC)C=CC(=C1F)[N+](=O)[O-] ethyl 2,3-difluoro-4-nitrobenzoate